rac-(anti)-4-(3-amino-4-(2,5-difluorophenyl)pyridin-2-yl)-3-methylcyclohexan-1-one NC=1C(=NC=CC1C1=C(C=CC(=C1)F)F)C1C(CC(CC1)=O)C